C(C)(=O)N[C@@H](COC(C)=O)[C@@H](OC(C)=O)[C@@H](OC(C)=O)[C@H](OC(C)=O)COC(C)=O 2-acetamido-1,3,4,5,6-penta-O-acetyl-2-deoxy-D-galactitol